C1C(CC2OC3=C(C21)C=CC=C3)C(=O)OC methyl 2,3,3a,8b-tetrahydro-1H-cyclopenta[b]benzofuran-2-carboxylate